C(C)OCCCOC(CCC)O ethoxypropoxybutanol